6,7-dihydroxyl-coumarin OC=1C=C2C=CC(OC2=CC1O)=O